ClC1=NC(=CC=C1NC(C1=C(C=CC(=C1)C(F)(F)F)NC1=C(C=C(C=C1)F)C)=O)OC N-(2-chloro-6-methoxypyridin-3-yl)-2-((4-fluoro-2-methylphenyl)amino)-5-(trifluoromethyl)benzamide